[C-]#N.[Ca+2].N#CN.[C-]#N cyanamide calcium cyanide